C1(=CC=C(C=C1)S[C@H](C)C1=CC=CC=C1)C (R)-(1-phenylethyl) (p-tolyl) sulfide